(R)-N-(1-isobutylpiperidin-3-yl)-2-(8-isopropyl-5-oxothieno[3',2':4,5]pyrrolo[1,2-d][1,2,4]triazin-6(5H)-yl)acetamide C(C(C)C)N1C[C@@H](CCC1)NC(CN1N=C(N2C(C1=O)=CC1=C2SC=C1)C(C)C)=O